2-amino-3-methoxy-5-(2-morpholinoethyl)benzamide NC1=C(C(=O)N)C=C(C=C1OC)CCN1CCOCC1